ClC1=C(C(=O)N(C2(CC2)C#N)COC(CC(C(=O)O)(C)C)=O)C=C(C=C1)C=1C=NN(C1)C=1N(N=C(C1C(F)(F)F)C(C(F)(F)F)(F)F)C 4-{[{2-Chloro-5-[2'-methyl-5'-(pentafluoroethyl)-4'-(trifluoromethyl)-2'H-[1,3'-bipyrazol]-4-yl]benzoyl}(1-cyanocyclopropyl)amino]methoxy}-2,2-dimethyl-4-oxobutanoic acid